CN(C/C=C/C(=O)N1CC2=C(C3=C(N=CN=C3NC3=CC(=C(C=C3)OC=3C=NC(=CC3)N(C)C)C)S2)CC1)C (E)-4-(Dimethylamino)-1-(4-((4-((6-(dimethylamino)pyridin-3-yl)oxy)-3-methylphenyl)amino)-5,6-dihydropyrido[4',3':4,5]thieno[2,3-d]pyrimidin-7(8H)-yl)but-2-en-1-one